N-(4-(1-(2,6-Dioxopiperidin-3-yl)-1H-pyrazol-4-yl)benzyl)-5-(8-(7-isopropyl-1,3-dimethyl-2-oxo-2,3-dihydro-1H-benzo[d]imidazol-5-yl)isoquinolin-3-yl)picolinamide O=C1NC(CCC1N1N=CC(=C1)C1=CC=C(CNC(C2=NC=C(C=C2)C=2N=CC3=C(C=CC=C3C2)C2=CC3=C(N(C(N3C)=O)C)C(=C2)C(C)C)=O)C=C1)=O